2-({4-[2-(4-chloro-3-fluorophenoxy)acetamido]-3-hydroxybicyclo[2.2.2]oct-1-yl}carbamoyl)benzoic acid ClC1=C(C=C(OCC(=O)NC23C(CC(CC2)(CC3)NC(=O)C3=C(C(=O)O)C=CC=C3)O)C=C1)F